Fluorenylmethoxycarbonyl-(FMOC)amine C1(=CC=CC=2C3=CC=CC=C3CC12)COC(=O)NC(=O)OCC1C2=CC=CC=C2C2=CC=CC=C12